[1-(2-methyl-5-pyrimidinyl)-4-piperidyl][p-(trifluoromethyl)phenyl]amine CC1=NC=C(C=N1)N1CCC(CC1)NC1=CC=C(C=C1)C(F)(F)F